5,7-dihydroxyisoflavone OC1=C2C(C(=COC2=CC(=C1)O)C1=CC=CC=C1)=O